ClC=1C2=C(N=CN1)N(C=C2C2=CC=C(N)C=C2)C2COCC2 4-(4-chloro-7-(tetrahydrofuran-3-yl)-7H-pyrrolo[2,3-d]pyrimidin-5-yl)aniline